N-succinimidyl 3-(propargyloxy)propionate C#CCOCCC(=O)ON1C(=O)CCC1=O